C(CCCCCCCCCCC)N(CN1N=NC2=C1CCCC2)CCCCCCCCCCCC N,N-didodecyl-4,5,6,7-tetrahydro-1H-benzotriazole-1-methanamine